C(C1=CC=CC=C1)C=1C(=NC(NC1)=O)N(CC1=CC=CC=C1)CC1=CC=CC=C1 tribenzylcytosine